1-methyl-benzimidazol-2-amine CN1C(=NC2=C1C=CC=C2)N